C(C)O[Si](CCCSSSSCCC[Si](OCC)(OCC)OCC)(OCC)OCC bis(γ-triethoxysilylpropyl)tetrasulfide